CNC(=S)NNC(=O)C=1C(=CC(=CC1)C(F)(F)F)C1=CC(=CC=C1)[N+](=O)[O-] N-Methyl-2-(3'-nitro-5-(trifluoromethyl)-[1,1'-biphenyl]-2-carbonyl)hydrazine-1-carbothioamide